Pyrrolo[3,2-e]Pyrimidine-3-carboxamide N1=CN(C=C2C1=NC=C2)C(=O)N